C1(=CC=CC=C1)P(=O)(Cl)Cl Phenyl-Phosphoryl Dichloride